C(C)[C@@H]1N(C[C@H](N(C1)C(C)C=1C=C2N=CC=NC2=CC1)CC)N1N=C2C(N(C(C=C2)=O)CCO)=C1 ((2S,5R)-2,5-diethyl-4-(1-(quinoxalin-6-yl)ethyl)piperazin-1-yl)-4-(2-hydroxyethyl)-2,4-dihydro-5H-pyrazolo[4,3-b]pyridin-5-one